N1(C=CC=C1)C1=CC=C(C=C1)NC1=NC(=NC=C1C(F)(F)F)NC1=CC2=C(OCO2)C=C1 N4-(4-(1H-pyrrol-1-yl)phenyl)-N2-(benzo[d][1,3]dioxol-5-yl)-5-(trifluoromethyl)pyrimidine-2,4-diamine